Trans-2-((4-(4-(2-fluoro-4-methylphenyl)-5-methyl-4H-1,2,4-triazol-3-yl)cyclohexyl)oxy)pyridine 3-hexenoyl-cis-3-hexenoate C(C=CCCC)(=O)C(CC(=O)O)=CCC.FC1=C(C=CC(=C1)C)N1C(=NN=C1C)[C@@H]1CC[C@H](CC1)OC1=NC=CC=C1